CC1=C(C(=CC=C1)C)C1=NC(=NC(=C1C)OC[C@@H](CCC(C)(C)O)NC1CC2(CC2)C1)NS(=O)(=O)C=1C=C(C(=O)O)C=CC1 3-[[4-(2,6-dimethylphenyl)-6-[(2R)-5-hydroxy-5-methyl-2-(spiro[2.3]hexan-5-ylamino)hexoxy]-5-methyl-pyrimidin-2-yl]sulfamoyl]benzoic acid